[Pt+2].C1(CCCCC1)(N)N (1S,2S)-cyclohexanediamine platinum (II)